Cl.CC=1N=CN(C1)C=1C=C(N)C=C(C1)C(F)(F)F 3-(4-methyl-1H-imidazol-1-yl)-5-(trifluoromethyl)aniline monohydrochloride